pyrrolidinium lead iodide [Pb](I)I.[NH2+]1CCCC1